2-((4-Methoxyphenyl)amino)-2-oxoacetic acid COC1=CC=C(C=C1)NC(C(=O)O)=O